O=C1N([C@H]2[C@H](O)[C@H](O)[C@@H](CO)O2)C=2N=C(NC(C2S1)=O)N 7-thia-8-oxoguanosine